C(C)(C)(CC)OOC(C)(C)OOC(C)(C)CC 2,2-di(tert-amylperoxy)propane